5-iodo-1,2-dimethyl-1H-benzo[d]imidazole IC1=CC2=C(N(C(=N2)C)C)C=C1